C1(=CC=CC=C1)[C@H]1N(OCC1)C1=NC(=NC=C1C(F)(F)F)NC1=CC=C(C=N1)C1CCN(CC1)CC1CCC(CC1)CO ((1r,4r)-4-((4-(6-((4-((S)-3-phenylisoxazolidin-2-yl)-5-(trifluoromethyl)pyrimidin-2-yl)amino)pyridin-3-yl)piperidin-1-yl)methyl)cyclohexyl)methanol